HEXYL SALICYLATE (2-HEXYL hydroxybenzoate) C(CCCCC)C1=C(C(=O)O)C=CC=C1O.C(C=1C(O)=CC=CC1)(=O)OCCCCCC